[Ru].S1C=CC=C1.S1C=CC=C1 dithiophene ruthenium